tert-butyl (1S,5R)-3-(2-chloro-5-(methoxy carbonyl)-6-methylpyrimidin-4-yl)-1-methyl-3,8-diazabicyclo[3.2.1]octane-8-carboxylate ClC1=NC(=C(C(=N1)N1C[C@@]2(CC[C@H](C1)N2C(=O)OC(C)(C)C)C)C(=O)OC)C